C1(=CC=C(C=C1)SC1=CC=C(C=C1)[S+](C1=CC=C(C=C1)C)C1=CC=C(C=C1)C)C 4-(p-tolylsulfanyl)phenyldi-p-tolylsulfonium